ethyl 2,4-dioxo-1,2,3,4-tetrahydro-1,6-naphthyridine-3-carboxylate O=C1NC2=CC=NC=C2C(C1C(=O)OCC)=O